(1S,2S)-N-(2-((E)-3-(hydroxyamino)-3-oxoprop-1-en-1-yl)phenyl)-2-phenylcyclopropane-1-carboxamide ONC(/C=C/C1=C(C=CC=C1)NC(=O)[C@@H]1[C@H](C1)C1=CC=CC=C1)=O